C(C)OC1=CC(=CC(=N1)C=O)C1=C(C=C(C=C1)F)C1=NN=CN1C 6-ethoxy-4-[4-fluoro-2-(4-methyl-1,2,4-triazol-3-yl)phenyl]Pyridine-2-carbaldehyde